3-(BENZO[D]THIAZOL-7-YL)-N-(5-CYANO-6-(2H-1,2,3-TRIAZOL-2-YL)PYRIDIN-3-YL)-4-CYCLOPROPYLISOTHIAZOLE-5-CARBOXAMIDE S1C=NC2=C1C(=CC=C2)C2=NSC(=C2C2CC2)C(=O)NC=2C=NC(=C(C2)C#N)N2N=CC=N2